FC1=NC=C(C=C1C1=CC=2N(C=C1)N=C(N2)N)C=2C=NN(C2)C(CC)C2=CC=C(C=C2)F 7-(2-fluoro-5-(1-(1-(4-fluorophenyl)propyl)-1H-pyrazol-4-yl)pyridin-3-yl)-[1,2,4]triazolo[1,5-a]pyridin-2-amine